2-(4-(2-((5-benzoyl-1H-benzo[d]imidazol-2-yl)amino)-2-oxoethyl)phenoxy)pyridine-3-carboxamide C(C1=CC=CC=C1)(=O)C1=CC2=C(NC(=N2)NC(CC2=CC=C(OC3=NC=CC=C3C(=O)N)C=C2)=O)C=C1